C(C1=CC=CC=C1)OCC1=NN(C(N1CC)=O)C=1N(C2=CC=C(C=C2C(C1C1=C(C=CC=C1)C)=O)F)C(C)C (3-((benzyloxy)methyl)-4-ethyl-5-oxo-4,5-dihydro-1H-1,2,4-triazol-1-yl)-6-fluoro-1-isopropyl-3-(o-tolyl)quinolin-4(1H)-one